Methyl 4-fluoro-3-isopropyl-2-oxo-2,3-dihydro-1H-benzo[d]imidazole-5-carboxylate FC1=C(C=CC=2NC(N(C21)C(C)C)=O)C(=O)OC